2-(2,6-dioxopiperidin-3-yl)-1-oxo-N-((R)-2,2,2-trifluoro-1-(pyridin-3-yl)ethyl)isoindoline-5-carboxamide O=C1NC(CCC1N1C(C2=CC=C(C=C2C1)C(=O)N[C@@H](C(F)(F)F)C=1C=NC=CC1)=O)=O